FC(C1=CC=C(C=C1)N1CCCCC1)(F)F N-(4-trifluoromethylphenyl)piperidine